C(C)(=O)N1[C@@H](COC2=C(C1)C=CC(=C2)C(=O)OC)C Methyl (R)-4-acetyl-3-methyl-2,3,4,5-tetrahydrobenzo[f][1,4]oxazepine-8-carboxylate